CCOC1(C(=O)NCCCC1)OC methyldimethoxy(caprolactam)